C(C)(C)(C)OC(=O)N1CC2(CC1)CN(CC2)C2=NC=NC=C2OC2=C(C=C(C=C2)F)N 7-(5-(2-amino-4-fluorophenoxy)pyrimidin-4-yl)-2,7-diazaspiro[4.4]Nonane-2-carboxylic acid tert-butyl ester